ClC1=NN(C(C2=CC=CC(=C12)OC1CC2(CN(C2)CCCC=2C=NNC(C2Cl)=O)C1)=O)C Chloro-5-[[2-[3-(5-chloro-6-oxo-1H-pyridazin-4-yl)propyl]-2-azaspiro[3.3]heptan-6-yl]oxy]-2-methyl-phthalazin-1-one